2-[[4-[[2-amino-4-(pentylamino)pyrrolo[3,2-d]pyrimidin-5-yl]methyl]-3-methoxy-phenyl]methyl]-5-oxa-2,8-diazaspiro[3.5]nonane-8-carboxylic acid tert-butyl ester C(C)(C)(C)OC(=O)N1CCOC2(CN(C2)CC2=CC(=C(C=C2)CN2C=CC=3N=C(N=C(C32)NCCCCC)N)OC)C1